(3R,4R)-4-(4-(6-chloro-2-((1-cyclopropyl-5-(difluoromethyl)-1H-pyrazol-4-yl)amino)quinazolin-7-yl)piperazin-1-yl)-4-methyltetrahydrofuran-3-ol ClC=1C=C2C=NC(=NC2=CC1N1CCN(CC1)[C@]1([C@H](COC1)O)C)NC=1C=NN(C1C(F)F)C1CC1